6-trifluoromethyl-Pyridine-2-carboxylic acid FC(C1=CC=CC(=N1)C(=O)O)(F)F